FC1=CC(=C(C=C1C=1C=NC(=NC1)N1C[C@H](O[C@H](C1)C)C)NC(=O)C1=CNC(C=C1C(F)(F)F)=O)N1C[C@H](N([C@@H](C1)C)C)C N-[4-fluoro-5-[2-[(2R,6S)-2,6-dimethylmorpholin-4-yl]pyrimidin-5-yl]-2-[(3R,5R)-3,4,5-trimethylpiperazin-1-yl]phenyl]-6-oxo-4-(trifluoromethyl)-1H-pyridine-3-carboxamide